O[C@@H](C(=O)OC)[C@@H](C)O methyl (2r,3r)-2,3-dihydroxybutyrate